NC1=C2N=CN(C2=NC=N1)[C@H]1[C@@H]([C@@H]([C@H](O1)CO)O)OC (2R,3R,4R,5R)-5-(6-amino-9H-purin-9-yl)-2-(hydroxymethyl)-4-methoxytetrahydrofuran-3-ol